(R)-(4-(2-methoxyphenethyl)piperazin-1-yl)(1-(1-phenylethyl)-1H-imidazol-5-yl)methanone COC1=C(CCN2CCN(CC2)C(=O)C2=CN=CN2[C@H](C)C2=CC=CC=C2)C=CC=C1